4,5-difluoro-3-(methyl-prolyl)-1H-indole FC1=C2C(=CNC2=CC=C1F)C([C@H]1N(CCC1)C)=O